C(C)(=O)O[C@@H](C(=O)O)C (2R)-2-(ACETYLOXY)-PROPANOIC ACID